FC=1C=C2C(=CN(C2=CC1)C=1SC=C(N1)C(=O)O)CC1=CC=C(C=C1)S(N)(=O)=O 2-(5-fluoro-3-(4-sulfamoylbenzyl)-1H-indol-1-yl)thiazole-4-carboxylic acid